4-((7-Chloroisoquinolin-1-yl)amino)picolinic acid methyl ester COC(C1=NC=CC(=C1)NC1=NC=CC2=CC=C(C=C12)Cl)=O